COC(C=CC(=O)C1=CC(=C(C=C1)Cl)Cl)=O 4-(3,4-Dichloro-phenyl)-4-oxo-but-2-enoic acid methyl ester